(4-(3-hydroxy-1,1-dioxidothietan-3-yl)phenyl)(4-(3-(trifluoromethyl)benzyl)piperidin-1-yl)methanone OC1(CS(C1)(=O)=O)C1=CC=C(C=C1)C(=O)N1CCC(CC1)CC1=CC(=CC=C1)C(F)(F)F